[1,3]Dioxol-4-yl methanesulfonate CS(=O)(=O)OC=1OCOC1